2-chloro-6,7-dihydro-5H-cyclopenta[b]pyridine-3-carbonitrile ClC1=C(C=C2C(=N1)CCC2)C#N